methyl 4-amino-5-methylpicolinate NC1=CC(=NC=C1C)C(=O)OC